anti-3-[3-[(Dimethylamino)methyl]-1-[3-(5-fluoropyridin-3-yl)propyl]-4-hydroxypiperidin-4-yl]benzamid CN(C)CC1CN(CCC1(O)C=1C=C(C(=O)N)C=CC1)CCCC=1C=NC=C(C1)F